Pyrrole-5-carboxylic acid tert-butyl ester hydrochloride Cl.C(C)(C)(C)OC(=O)C1=CC=CN1